BrCCCOC1=C(C=O)C=CC=C1OC (3-bromopropyloxy)-3-methoxybenzaldehyde